N-(1,1-dimethyl-2-butyn-1-yl)-2-[(3-ethynyl-6-quinolinyl)oxy]-2-(methylthio)acetamide CC(C#CC)(C)NC(C(SC)OC=1C=C2C=C(C=NC2=CC1)C#C)=O